OC(CC1(C(C=CC=C1)N(C)C)O)COCCCC 1-(2-hydroxy-3-butoxypropyl)-2-dimethylaminophenol